FC1(C2CC(CC(C1)N2C(=O)OC(C)(C)C)OC=2N=NC(=CC2)C=2C=CC(=C1C=NNC21)C2=CC(=NC=C2)C)F tert-butyl 6,6-difluoro-3-({6-[4-(2-methylpyridin-4-yl)-1H-indazol-7-yl]pyridazin-3-yl} oxy)-8-azabicyclo[3.2.1]octane-8-carboxylate